C(C)OC1=C(C=CC=C1)C=1C=C2C(=NC1)NC(N2)=O 6-(2-ethoxyphenyl)-2-oxo-3H-imidazo[4,5-b]Pyridine